1-(4-(aminomethyl)-1-oxo-1,2-dihydro-phthalazin-6-yl)-N-(2-chloro-6-fluorobenzyl)-N-((5-(trifluoromethyl)pyridin-2-yl)methyl)cyclopropane-1-carboxamide NCC1=NNC(C2=CC=C(C=C12)C1(CC1)C(=O)N(CC1=NC=C(C=C1)C(F)(F)F)CC1=C(C=CC=C1F)Cl)=O